(Z)-2-chloro-3-(2-fluoro-2-(7-isopropyl-5,6,7,8-tetrahydro-2,7-naphthyridin-3-yl)vinyl)phenyl-triflic acid ClC1=C(C=CC=C1\C=C(\C=1N=CC=2CN(CCC2C1)C(C)C)/F)OS(=O)(=O)C(F)(F)F